ClC1=CC(=C(COC2=NC=3CN(CCC3C=C2)CC2=NC3=C(N2C[C@H]2OCC2)C=C(C=C3)C(=O)O)C=C1)F (S)-2-((2-((4-chloro-2-fluorobenzyl)oxy)-5,8-dihydro-1,7-naphthyridin-7(6H)-yl)methyl)-1-(oxetan-2-ylmethyl)-1H-benzo[d]imidazole-6-carboxylic acid